1-(2-((tert-butyldimethylsilyl)oxy)ethyl)-3-(3-chloro-4-fluorophenyl)-1-((1-methoxyisoquinolin-4-yl)methyl)urea [Si](C)(C)(C(C)(C)C)OCCN(C(=O)NC1=CC(=C(C=C1)F)Cl)CC1=CN=C(C2=CC=CC=C12)OC